2-(2-chlorophenyl)-N-[3-{[(dimethylamino)methylene]sulfamoyl}-4-(1-methyl-1H-pyrrol-3-yl)phenyl]acetamide ClC1=C(C=CC=C1)CC(=O)NC1=CC(=C(C=C1)C1=CN(C=C1)C)S(N=CN(C)C)(=O)=O